ClC1=CC=C2C(=CC(=NC2=C1Cl)N1[C@@H](CCC1)COCCC(=O)OC)N1C=NC=C1 methyl (S)-3-((1-(7,8-dichloro-4-(1H-imidazol-1-yl)quinolin-2-yl)pyrrolidin-2-yl)methoxy)propanoate